C1(CC1)C=1C=C(C=2N(C1)C=C(N2)C(C)OC=2C=C(N=NC2C)NC(=O)[C@@H]2[C@H](C2)C2=NC=CC(=N2)C)N2C(N(C(C2)=O)C)=O (1S,2S)-N-(5-(1-(6-cyclopropyl-8-(3-methyl-2,4-dioxoimidazolidin-1-yl)imidazo[1,2-a]pyridin-2-yl)ethoxy)-6-methylpyridazin-3-yl)-2-(4-methylpyrimidin-2-yl)cyclopropane-1-carboxamide